C1=CC=CC=2C3=CC=CC=C3C(C12)COC(=O)NC1CC2C(C2C1)(F)F 3-((((9H-fluoren-9-yl)methoxy)carbonyl)amino)-6,6-difluorobicyclo[3.1.0]hexane